(4-chlorobenzyl)-thioimidodicarbonic diamide ClC1=CC=C(CNC(=S)NC(=O)N)C=C1